C(C1=CC=CC=C1)OC1=C(C=O)C=CC=C1OC 2-(benzyloxy)-3-methoxybenzaldehyde